tert-butyl 3-(4-{[(2R,7aS)-2-fluoro-hexahydropyrrolizin-7a-yl]methoxy}-6-chloro-1,3,5-triazin-2-yl)-3,8-diazabicyclo[3.2.1]octane-8-carboxylate F[C@@H]1C[C@@]2(CCCN2C1)COC1=NC(=NC(=N1)Cl)N1CC2CCC(C1)N2C(=O)OC(C)(C)C